IC=1C(=NC(=NC1)NC1=CC(=C(C(=C1)OC)OC)OC)NC1=C(C(=O)NC)C=CC=C1 2-((5-iodo-2-((3,4,5-trimethoxyphenyl)amino)pyrimidin-4-yl)amino)-N-methylbenzamide